(R)-N-(2-fluoro-3-hydroxy-3-methylbutyl)-6-(6-fluoro-4-methylpyridin-3-yl)-4-((3-hydroxy-3-methylbutyl)amino)pyrrolo[1,2-b]pyridazine-3-carboxamide F[C@H](CNC(=O)C1=C(C=2N(N=C1)C=C(C2)C=2C=NC(=CC2C)F)NCCC(C)(C)O)C(C)(C)O